methyl 4-((2,3-dimethylbenzyl)sulfonyl)-3-((4-fluorophenyl)ethynyl)benzoate CC1=C(CS(=O)(=O)C2=C(C=C(C(=O)OC)C=C2)C#CC2=CC=C(C=C2)F)C=CC=C1C